(+/-)-trans-3-((6-(4-cyanophenyl)-5-fluoro-2-(5-fluoro-1H-pyrrolo[2,3-b]pyridin-3-yl)pyrimidin-4-yl)amino)bicyclo[2.2.2]octane-2-carboxylic acid C(#N)C1=CC=C(C=C1)C1=C(C(=NC(=N1)C1=CNC2=NC=C(C=C21)F)NC2C(C1CCC2CC1)C(=O)O)F